O=C1NC(CC[C@@H]1N1C(C2=CC=CC(=C2C1=O)N1CCC(CC1)CN1CCC(CC1)NC1=C2N=CN(C2=NC=N1)C1CC(C1)NC(C1=NC(=CC=C1)C)=O)=O)=O N-((1s,3s)-3-(6-((1-((1-(2-(2,6-dioxopiperidin-3-yl)-1,3-dioxoisoindoline-4-yl)piperidin-4-yl)methyl)piperidin-4-yl)amino)-9H-purin-9-yl)cyclobutyl)-6-methylpicolinamide